2-(tert-butyl) 3-ethyl (1S,3S,5R)-5-((pent-4-en-1-yloxy)methyl)-2-azabicyclo[3.1.0]hexane-2,3-dicarboxylate C(CCC=C)OC[C@@]12C[C@H](N([C@H]2C1)C(=O)OC(C)(C)C)C(=O)OCC